O1C(OCCC1)CCC1=CN(C(C(=C1)N1CCN(CC1)S(=O)(=O)C)=O)C1=CC=C(C#N)C=C1 4-(3-(2-(1,3-dioxan-2-yl)ethyl)-5-(4-(methylsulfonyl)piperazin-1-yl)-6-oxopyridine-1(6H)yl)benzonitrile